CC1=NN(C(=C1)C(=O)NCC1=NOC(C1)C(=O)N)C1=CC=CC=C1 3-((3-methyl-1-phenyl-1H-pyrazole-5-carboxamido)methyl)-4,5-Dihydroisoxazole-5-carboxamide